ClC1=NC(=CC=C1NC(N(C=1C=NC(=NC1)OC)CC1=NNC(=C1)C(F)F)=O)Cl 3-(2,6-Dichloropyridin-3-yl)-1-((5-(difluoromethyl)-1H-pyrazol-3-yl)methyl)-1-(2-methoxypyrimidin-5-yl)urea